1-[9H-fluoren-9-ylmethoxycarbonyl-(methyl)amino]-3,3-dimethyl-cyclobutane-carboxylic acid C1=CC=CC=2C3=CC=CC=C3C(C12)COC(=O)N(C1(CC(C1)(C)C)C(=O)O)C